2-((2R,6S)-2,6-dimethylpiperazin-1-yl)-N-(6-(2,6-dioxopiperidin-3-yl)pyridin-3-yl)acetamide C[C@H]1N([C@H](CNC1)C)CC(=O)NC=1C=NC(=CC1)C1C(NC(CC1)=O)=O